4-phenyl-1,1-diphenylseleno-1-butene C1(=CC=CC=C1)CCC=C([Se]C1=CC=CC=C1)[Se]C1=CC=CC=C1